α,α'-Bis(3-(1-propenyl)-4-hydroxyphenyl)-p-diisopropylbenzol C(=CC)C=1C=C(C=CC1O)C(C)(C)C1=CC=C(C=C1)C(C)(C)C1=CC(=C(C=C1)O)C=CC